1-(4-(4-(difluoromethoxy)-6-((2-(difluoromethyl)-6-((2,4-dimethoxybenzyl)amino)pyrimidin-4-yl)amino)pyridin-3-yl)-1H-pyrazol-1-yl)-2-methylpropan-2-ol FC(OC1=C(C=NC(=C1)NC1=NC(=NC(=C1)NCC1=C(C=C(C=C1)OC)OC)C(F)F)C=1C=NN(C1)CC(C)(O)C)F